S(=O)(=O)(ON1[C@@H]2CC[C@H](N(C1=O)C2)C(NC(=O)C=2N=COC2)=N)O (2S,5R)-2-(N-(oxazole-4-carbonyl) carbamimidoyl)-7-oxo-1,6-diazabicyclo[3.2.1]octan-6-yl hydrogen sulfate